FCC1=CC=C(CN2CCC(CC2)C=2C=C3CN(C(C3=CC2)=O)C2C(NC(CC2)=O)=O)C=C1 3-(5-(1-(4-(fluoromethyl)benzyl)piperidin-4-yl)-1-oxoisoindolin-2-yl)piperidine-2,6-dione